OC(C(=O)[O-])(O)[C@@H](O)[C@H](O)[C@H](O)CO 2-hydroxy-gluconate